N-(2-methoxy-4-nitro-phenyl)-methanesulfonamide COC1=C(C=CC(=C1)[N+](=O)[O-])NS(=O)(=O)C